2-[3-chloro-5-(9-phenanthryl)phenyl]-4,6-diphenyl-1,3,5-triazine ClC=1C=C(C=C(C1)C=1C2=CC=CC=C2C=2C=CC=CC2C1)C1=NC(=NC(=N1)C1=CC=CC=C1)C1=CC=CC=C1